2-ethyl-6-methyl-N-(3-(4-(pyridazin-3-yl)phenyl)propyl)thieno[2,3-d]pyrimidin-4-amine C(C)C=1N=C(C2=C(N1)SC(=C2)C)NCCCC2=CC=C(C=C2)C=2N=NC=CC2